N'-phenylcyclobutanehydrazide C1(=CC=CC=C1)NNC(=O)C1CCC1